C(C=C)(=O)OCCC(COP(=O)([O-])[O-])Br acryloyloxyethyl-(2-bromoethyl)hydrogenphosphate